(6R,12R)-6-hydroxy-12-methyl-6,15-bis(trifluoromethyl)-13,19-dioxa-3,4,18-triazatricyclo[12.3.1.12,5]nonadeca-1(18),2,4,14,16-penta-ene-17-carboxylic acid O[C@]1(C2=NN=C(C=3C(=CC(=C(O[C@@H](CCCCC1)C)N3)C(F)(F)F)C(=O)O)O2)C(F)(F)F